C(C)C1=C(C(CC=C1)(C)C)C(=O)OC methyl 2-ethyl-6,6-dimethylcyclohex-1,3-diene-1-carboxylate